COC1=CC=C(C=N1)NC(OC[C@@H]1OC=2C=CC3=C(C=C(O3)C3=C4N=CC(=NC4=CC(=C3)C)OC)C2OC1)=O (R)-(8-(2-methoxy-7-methylquinoxalin-5-yl)-2,3-dihydro-[1,4]dioxino[2,3-e]benzofuran-3-yl)methyl (6-methoxypyridin-3-yl)carbamate